N-{4-[5-(trifluoromethyl)-1,2,4-oxadiazol-3-yl]benzyl}pyridin-2-amine FC(C1=NC(=NO1)C1=CC=C(CNC2=NC=CC=C2)C=C1)(F)F